C1(CC1)NC(C1=C(C=C(C=C1OC)C1=CN=C2N1C=CC(=C2)OCC2N(CCC2)C2COC2)OC(F)F)=O N-cyclopropyl-2-(difluoromethoxy)-6-methoxy-4-[7-[[1-(oxetan-3-yl)pyrrolidin-2-yl]methoxy]imidazo[1,2-a]pyridin-3-yl]benzamide